O.[Cl-].C(C(C)C)C1(OCCOCC[N+](CC2=CC=C(C=C2)CC(C)C)(C)C)CC=CC=C1 p-diisobutylphenoxyethoxyethyl-dimethyl-benzyl-ammonium chloride monohydrate